4-[5-chloro-6-oxo-2-(4-pyridinyl)-1H-pyrimidin-4-yl]-4-fluoro-piperidine-1-carboxylic acid tert-butyl ester C(C)(C)(C)OC(=O)N1CCC(CC1)(F)C=1N=C(NC(C1Cl)=O)C1=CC=NC=C1